[4-(5-chlorooxazolo[4,5-b]pyridin-2-yl)piperazin-1-yl]-[4-[5-(2-methylallyl)-1,2,4-oxadiazol-3-yl]phenyl]methanone ClC1=CC=C2C(=N1)N=C(O2)N2CCN(CC2)C(=O)C2=CC=C(C=C2)C2=NOC(=N2)CC(=C)C